4-[(2-fluoro-4-methyl-5-nitrophenyl)disulfanyl]-5-methyl-2-nitrobenzol FC1=C(C=C(C(=C1)C)[N+](=O)[O-])SSC1=CC(=CC=C1C)[N+](=O)[O-]